5-(((1,3-dimethyl-1H-pyrazol-5-yl)amino)methylene)-2,2-dimethyl-1,3-dioxane-4,6-dione CN1N=C(C=C1NC=C1C(OC(OC1=O)(C)C)=O)C